(E)-benzyl 3-(1-ethyl-4-methyl-1H-benzo[d][1,2,3]triazol-5-yl)acrylate C(C)N1N=NC2=C1C=CC(=C2C)/C=C/C(=O)OCC2=CC=CC=C2